N1-(6-methoxy-2-(4-phenylpiperazin-1-yl)-7-(piperidin-4-ylmethoxy)quinazolin-4-yl)-N2-(naphthalen-1-yl)ethane-1,2-diamine dihydrochloride Cl.Cl.COC=1C=C2C(=NC(=NC2=CC1OCC1CCNCC1)N1CCN(CC1)C1=CC=CC=C1)NCCNC1=CC=CC2=CC=CC=C12